NCCS(=O)(=O)[O-].[Mg+2].NCCS(=O)(=O)[O-] Magnesium Taurinate